1-[1-(5-Chlorothiophen-2-ylmethyl)-2,3-dihydro-1H-indol-5-yl]-3-phenethyl-urea ClC1=CC=C(S1)CN1CCC2=CC(=CC=C12)NC(=O)NCCC1=CC=CC=C1